(S)-6-chloro-5-((2-oxotetrahydrofuran-3-yl)amino)-2-(3-(trifluoromethyl)phenyl)-1H-benzo[d]imidazole-4,7-dione ClC1=C(C(C2=C(NC(=N2)C2=CC(=CC=C2)C(F)(F)F)C1=O)=O)N[C@@H]1C(OCC1)=O